F\C(=C/CN1C(C2=CC=CC=C2C1=O)=O)\C(SC1=C(C(=C(C(=C1[2H])[2H])[2H])[2H])[2H])(F)F (Z)-2-(3,4,4-trifluoro-4-((phenyl-d5)thio)but-2-en-1-yl)isoindoline-1,3-dione